ClC1=CC(=C(C=C1)C1=NC(=NC=2C(N3CCCC3=NC12)=O)N1CC(OCC1)C=1C=NN(C1)C)F 13-(4-chloro-2-fluoro-phenyl)-11-[2-(1-methylpyrazol-4-yl)morpholin-4-yl]-2,7,10,12-tetrazatricyclo[7.4.0.03,7]trideca-1(9),2,10,12-tetraen-8-one